tertiarybutylcyclohexyl-caproic acid amide C(C)(C)(C)C(C(=O)N)(CCCC)C1CCCCC1